(R)-N-Isopropyl-N-(4-(3-methylmorpholinyl)-2-(1H-pyrrolo[2,3-b]pyridin-4-yl)thieno[3,2-d]pyrimidin-7-yl)methylsulfonamide C(C)(C)N(S(=O)=O)CC1=CSC2=C1N=C(N=C2N2[C@@H](COCC2)C)C2=C1C(=NC=C2)NC=C1